2-((diethylamino)methyl)acrylic Acid C(C)N(CC)CC(C(=O)O)=C